NC=1C(=NN2C1C=CC=C2C#N)C 3-amino-2-methylpyrazolo[1,5-a]pyridine-7-carbonitrile